C(C)S(=O)(=O)OOC1=CC=C(C=C1)[N+]#[C-].[Na] sodium 4-isocyanobenzeneoxy ethyl-sulfonate